(3R,5R,8R,9R,10S,13S,14S,15S)-15-cyclopropyl-3-hydroxy-3,13-dimethylhexadecahydro-17H-cyclopenta[a]phenanthren-17-one C1(CC1)[C@H]1[C@H]2[C@@H]3CC[C@@H]4C[C@](CC[C@@H]4[C@H]3CC[C@@]2(C(C1)=O)C)(C)O